CN(C1=CC=C2C=C(C(OC2=C1)=O)C(=O)O)C 7-(dimethylamino)coumarin-3-carboxylic acid